1-methylimidazole bis(trifluoromethanesulfonyl)imide salt [N-](S(=O)(=O)C(F)(F)F)S(=O)(=O)C(F)(F)F.CN1C=NC=C1